3-(6-Chloro-8-methoxy-[1,2,4]triazolo[4,3-b]pyridazin-3-yl)-5-methylisoxazole ClC=1C=C(C=2N(N1)C(=NN2)C2=NOC(=C2)C)OC